4-bromo-1-methoxy-2-(methylsulfonyl)benzene BrC1=CC(=C(C=C1)OC)S(=O)(=O)C